methyl-1-methyl-5-oxopyrrolidine-2-carboxylate COC(=O)C1N(C(CC1)=O)C